(R)-tert-butyl 3-(((3S,4R,5R)-3,4,5-tris(benzyloxy)piperidin-1-yl)methyl)piperidine-1-carboxylate C(C1=CC=CC=C1)O[C@H]1CN(C[C@H](C1OCC1=CC=CC=C1)OCC1=CC=CC=C1)C[C@@H]1CN(CCC1)C(=O)OC(C)(C)C